C(C)C1CCCC1 ethylcyclopentan